(3s)-1-(6-methylpyridin-3-yl)piperidin-3-amine CC1=CC=C(C=N1)N1C[C@H](CCC1)N